[Se](=S)(=S)=S selenium trisulfide